ClC1=CC=C(C2=CC=CC=C12)C1=NC(=NC(=C1)C1=CC(=CC=C1)C1=CC=CC=2C3=C(OC21)C=2C=CC=CC2C=C3)C3=CC=CC=C3 4-(4-chloronaphthalen-1-yl)-6-(3-(naphtho[1,2-b]benzofuran-10-yl)phenyl)-2-phenylpyrimidine